FC1(CC2(CC1)CC(N(CC2)CC2=C1C=CNC1=C(C=C2OC)C)C2=CC=C(C(=O)O)C=C2)F (+-)-4-(2,2-difluoro-8-((5-methoxy-7-methyl-1H-indol-4-yl)methyl)-8-azaspiro[4.5]decan-7-yl)benzoic acid